3-(1-methyl-1H-pyrazol-5-yl)cyclopentane-1-one CN1N=CC=C1C1CC(CC1)=O